ClC=1C=C(C(=NC1)[C@@H](C)N)F |r| (+/-)-1-(5-chloro-3-fluoropyridin-2-yl)ethanamine